(R)-6-(3-cyano-4-(pyrrolidin-1-yl)phenyl)-1-(2-(2-methylpyrrolidin-1-yl)benzo[d]oxazol-6-yl)-4-oxo-1,4-dihydropyridine-3-carboxylic acid C(#N)C=1C=C(C=CC1N1CCCC1)C1=CC(C(=CN1C1=CC2=C(N=C(O2)N2[C@@H](CCC2)C)C=C1)C(=O)O)=O